[6-(2-aminopyrimidin-5-yl)-2-methoxy-3-pyridinyl]-3-(4-fluorophenyl)-5-methyl-isoxazole-4-carboxamide NC1=NC=C(C=N1)C1=CC=C(C(=N1)OC)NC(=O)C=1C(=NOC1C)C1=CC=C(C=C1)F